succinic acid mono-isoamyl ester C(CC(C)C)OC(CCC(=O)O)=O